O=C(C(=O)OCC)C ethyl oxopropionate